7-Hydroxy-6-methoxy-8-(sulfooxy)-2H-1-benzopyran-2-one OC1=C(C2=C(C=CC(O2)=O)C=C1OC)OS(=O)(=O)O